C(C)C1=NN(C=C1NC1=NC=C(C(=N1)OCC1CCC(CC1)O)F)C (1R,4R)-4-(((2-((3-ethyl-1-methyl-1H-pyrazol-4-yl)amino)-5-fluoropyrimidin-4-yl)oxy)methyl)cyclohexan-1-ol